S(=O)(=O)(ON1[C@@H]2CC[C@H](N(C1=O)C2)CCl)[O-].[Na+] Sodium (2S,5R)-2-(chloromethyl)-7-oxo-1,6-diazabicyclo[3.2.1]octan-6-yl sulphate